N-amino-2-methoxypyridine-4-carbothioamide NNC(=S)C1=CC(=NC=C1)OC